C(C)N(C(=O)N1[C@H]([C@]2(C[C@H]1C)NC(COC2)=O)CC=2C(=C(C=CC2)C2=CC(=CC(=C2)F)F)F)C (1S,3R,5S)-N-ethyl-N,3-dimethyl-7-oxo-1-({2,3',5'-trifluoro-[1,1'-biphenyl]-3-yl}methyl)-9-oxa-2,6-diazaspiro[4.5]decane-2-carboxamide